2-chloro-1-(4,5-dibromothiophen-2-yl)ethan-1-one ClCC(=O)C=1SC(=C(C1)Br)Br